C(#N)C1(C2COCC12)N1C(=CC2=CC(=CC=C12)[C@@H]1CC(OCC1)(C)C)C(=O)N(C1=CC=CC=C1)C (6-cyano-3-oxabicyclo[3.1.0]hex-6-yl)-5-((S)-2,2-dimethyltetrahydro-2H-pyran-4-yl)-N-methyl-N-phenyl-1H-indole-2-carboxamide